C(#N)C=1C=C(C=C(C1)C(C)(C)O)[S@](=O)(N)=NC(NC1=C2CCCC2=C(C=2CCCC12)C#N)=O |o1:12| (S) or (R)-3-cyano-N'-((8-cyano-1,2,3,5,6,7-hexahydro-s-indacen-4-yl)carbamoyl)-5-(2-hydroxypropan-2-yl)benzenesulfonimidamide